2-[(diphenylmethyl)(methyl)amino]-5-hydroxy-3-methyl-6-(1-methyl-1H-1,3-benzodiazol-2-yl)-3,4-dihydropyrimidin-4-one C1(=CC=CC=C1)C(C1=CC=CC=C1)N(C1=NC(=C(C(N1C)=O)O)C1=NC2=C(N1C)C=CC=C2)C